7-benzyl-4-chloro-5,6,7,8-tetrahydropyrido[3,4-d]pyrimidine C(C1=CC=CC=C1)N1CC=2N=CN=C(C2CC1)Cl